1-(pyrrolidin-1-yl)propan-2-ol N1(CCCC1)CC(C)O